C(C=C)C1=C(OC=2C=C(C(C#N)=CC2)C#N)C(=CC=C1)C 4-(2-allyl-6-methylphenoxy)phthalonitrile